5-{[(5-Fluoro-6-methylpyridin-2-yl)carbonyl]amino}-2-(3-hydroxy-3-methylbutyl)-2H-indazole-6-carboxylic acid methyl ester COC(=O)C=1C(=CC2=CN(N=C2C1)CCC(C)(C)O)NC(=O)C1=NC(=C(C=C1)F)C